5-(tert-butyldimethylsilyloxy)-3-methylpentylmagnesium chloride [Si](C)(C)(C(C)(C)C)OCCC(CC[Mg]Cl)C